O1C2=C(NCC13CC3)N=CC=C2C#N 3',4'-dihydrospiro[cyclopropane-1,2'-pyrido[3,2-b][1,4]oxazine]-8'-carbonitrile